6-((2-methyl-1H-benzo[d]imidazol-6-yl)oxy)-3-(1-(piperidin-4-ylmethyl)-1H-pyrazol-4-yl)quinoxaline-5-carbonitrile CC1=NC2=C(N1)C=C(C=C2)OC2=C(C=1N=C(C=NC1C=C2)C=2C=NN(C2)CC2CCNCC2)C#N